ClC=1C=C(C(=O)N[C@@H]2CCO[C@]23O[C@@H]([C@@H]([C@@H]([C@H]3O)N3N=NC(=C3)C3=CC(=C(C(=C3)F)F)F)O)CO)C=CC1 3-chloro-N-((4R,5S,7R,8R,9S,10R)-8,10-dihydroxy-7-(hydroxymethyl)-9-(4-(3,4,5-trifluorophenyl)-1H-1,2,3-triazol-1-yl)-1,6-dioxaspiro[4.5]dec-4-yl)benzamide